6-[(1E)-2-[4-(4-fluorophenyl)-6-isopropyl-2-(methylmethanesulfonamido)-pyrimidine-5-yl]vinyl]-2,2-dimethyl-1,3-dioxane FC1=CC=C(C=C1)C1=NC(=NC(=C1/C=C/C1CCOC(O1)(C)C)C(C)C)NS(=O)(=O)CC